C1(CC1)C(C=CS(=O)(=O)C)NC(=O)C=1C(=NC(=NC1)N(C)C)OC1=CC=CC=C1 N-(1-cyclopropyl-3-(methylsulfonyl)allyl)-2-(dimethylamino)-4-phenoxypyrimidine-5-carboxamide